bismuthylene(bismolane) [BiH]=C1[BiH]CCC1